2-[(4-{2-[(4-chloro-2-fluorobenzyl)oxy]pyridin-3-yl}piperidin-1-yl)methyl]-3-[(1-ethyl-1H-imidazol-5-yl)methyl]-3H-imidazo[4,5-b]pyridine-5-carboxylic acid, trifluoroacetate salt FC(C(=O)O)(F)F.ClC1=CC(=C(COC2=NC=CC=C2C2CCN(CC2)CC2=NC=3C(=NC(=CC3)C(=O)O)N2CC2=CN=CN2CC)C=C1)F